[N-](S(=O)(=O)C(F)(F)F)S(=O)(=O)C(F)(F)F.C(C(=C)C)(=O)OCC[N+](C)(C)C methacryloyloxyethyltrimethylammonium bis(trifluoromethanesulfonyl)imide salt